(t-butoxycarbonyl)-Nα-[(9H-fluoren-9-ylmethoxy)carbonyl]-L-lysine C(C)(C)(C)OC(=O)N([C@@H](CCCCN)C(=O)O)C(=O)OCC1C2=CC=CC=C2C=2C=CC=CC12